FC(O[C@H](CN1C(=NC2=C1C=C(C=C2)C(=O)O)CN2[C@H](C[C@H](CC2)OC2=NC(=NC=C2)COC2=C(C=C(C=C2)F)F)C)C)F 1-((S)-2-(Difluoromethoxy)propyl)-2-(((2S,4S)-4-((2-((2,4-difluorophenoxy)methyl)pyrimidin-4-yl)oxy)-2-methylpiperidin-1-yl)methyl)-1H-benzo[d]imidazole-6-carboxylic acid